N-thiepan-3-yl-amidosulfuric acid S1CC(CCCC1)NS(O)(=O)=O